C(=O)(O)C1=CC=C(C=C1)C1=CC(=NN1)C(=O)O 5-(4-carboxyphenyl)-1H-pyrazole-3-carboxylic acid